C1(CCC1)NC1=NC=CC(=C1)OC1=CC(=C(C=C1)NC1=NC=NC2=CC(=C(C=C12)NC1CCN(CC1)C(C=C)=O)OC([2H])([2H])[2H])F 1-(4-((4-((4-((2-(cyclobutylamino)pyridin-4-yl)oxy)-2-fluorophenyl)amino)-7-(methoxy-d3)quinazolin-6-yl)amino)piperidin-1-yl)prop-2-en-1-one